4-((methoxymethoxy)carbonyl)-2,3,5,6-tetramethylphenyl 2-ethyl-5-fluoro-4-hydroxy-3,6-dimethylbenzoate C(C)C1=C(C(=O)OC2=C(C(=C(C(=C2C)C)C(=O)OCOC)C)C)C(=C(C(=C1C)O)F)C